CC1(OC2=CC=CC=C2C(C1)(C)C)C1=CC=C(C=C1)O 2,4,4-trimethyl-2-(4-hydroxyphenyl)chroman